6-Chloro-3-[[(1R)-1-[3,6-dimethyl-2-(1-methylpyrazol-3-yl)-4-oxo-chromen-8-yl]ethyl]amino]-N-methylsulfonyl-pyridine-2-carboxamide ClC1=CC=C(C(=N1)C(=O)NS(=O)(=O)C)N[C@H](C)C=1C=C(C=C2C(C(=C(OC12)C1=NN(C=C1)C)C)=O)C